The molecule is a member of the class of amino-nitrotoluenes that is 4-amino-6-nitrotoluene bearing an additional hydroxylamino group at position 2. It has a role as a xenobiotic metabolite. It is an amino-nitrotoluene and a member of hydroxylamines. CC1=C(C=C(C=C1[N+](=O)[O-])N)NO